C(C1=CC=CC=C1)OC(C)C1=NNC(=C1C1=CC(=C(C(=C1)F)F)F)N 3-(1-(benzyloxy)ethyl)-4-(3,4,5-trifluorophenyl)-1H-pyrazol-5-amine